2-(iminomethoxy)-N-methylacetamide N=COCC(=O)NC